FC(C=1C=C(C=CC1)C1C(CCCC1)=O)(F)F 2-(3-(trifluoromethyl)phenyl)cyclohexanone